(4-bromo-2-methoxyphenyl)-4-chloropyrido[3,4-d]pyridazine BrC1=CC(=C(C=C1)C1=C2C(=C(N=N1)Cl)C=NC=C2)OC